NCCC(C)C1=NC(=NC(=C1)C1=C(C=CC=C1C)C)NS(=O)(=O)C=1C=C(C(=O)OC)C=CC1 methyl 3-[[4-(3-amino-1-methyl-propyl)-6-(2,6-dimethylphenyl)pyrimidin-2-yl]sulfamoyl]benzoate